ClC=1C=CC(=C(C1)C1CCN(CC1)[C@@H]1COC2(CN(C2)C(=O)OC(C)(C)C)C1)OC Tert-butyl (S)-7-(4-(5-chloro-2-methoxyphenyl) piperidin-1-yl)-5-oxa-2-azaspiro[3.4]octane-2-carboxylate